ClC1=NNC=C1C=1C=C2C=CN(C(C2=CN1)=O)CC=1C=C(C(=O)NC2CCC(CC2)O)C=C(C1)F 3-((6-(3-chloro-1H-pyrazol-4-yl)-1-oxo-2,7-naphthyridin-2(1H)-yl)methyl)-5-fluoro-N-((1r,4r)-4-hydroxycyclohexyl)benzamide